N-(2-ethylhexyl)naphthalen-1-amine C(C)C(CNC1=CC=CC2=CC=CC=C12)CCCC